Cl.Cl.N1CC(C1)C=1C(=C(C=C(C1F)Cl)C(C)N1N=C(C=2C1=NC=NC2N)C)OCC 1-[1-(3-Azetidin-3-yl-5-chloro-2-ethoxy-4-fluorophenyl)ethyl]-3-methyl-1H-pyrazolo[3,4-d]pyrimidin-4-amine dihydrochloride